BrC1=CC=C2C=CC(NC2=C1)(C)C 7-bromo-2,2-dimethyl-1,2-dihydroquinoline